CC(CC\C=C/CCCCCCCC(=O)SCCNC(CCNC([C@@H](C(COP(OP(OC[C@@H]1[C@H]([C@H]([C@@H](O1)N1C=NC=2C(N)=NC=NC12)O)OP(=O)(O)O)(=O)O)(=O)O)(C)C)O)=O)=O)CCCCC 13-methyloleoyl-CoA